C1(=CC=CC=2SC3=C(C21)C=CC=C3)C3=C(C=CC=C3)N(C3=C(C(=CC=2C1=CC=CC=C1CC32)C3=CC=CC=C3)C3=CC=CC=C3)C3=C(C=CC=C3)C3=CC=CC=C3 (dibenzothiophenylphenyl)(biphenylyl)(diphenyl-fluorenyl)amine